3-bromo-4-methyl-cyclopenta[2,3-b]thiophen-6-one BrC=1C2=C(SC1)C(C=C2C)=O